ClC1=C(C=C2C(=C(N(C2=C1F)C)C1=NC(=NN1)C(C)N1CC2(COC2)C1)N1C=NC=C1)OC 6-(1-(5-(6-chloro-7-fluoro-3-(1H-imidazol-1-yl)-5-methoxy-1-methyl-1H-indol-2-yl)-1H-1,2,4-triazol-3-yl)ethyl)-2-oxa-6-azaspiro[3.3]heptane